Octadecyl methyl octasiloxane tert-butyl ((2H-spiro[benzofuran-3,4'-piperidin]-5-yl)methyl)carbamate N1CCC2(CC1)COC1=C2C=C(C=C1)CNC(OC(C)(C)C)=O.C(CCCCCCCCCCCCCCCCC)[SiH](O[SiH2]O[SiH2]O[SiH2]O[SiH2]O[SiH2]O[SiH2]O[SiH3])C